N1=CC(=CC=C1)C1=NC(=CC(=N1)NC1=NC=CC(=C1)OC(F)(F)F)N1CC2(CC1)CCCCC2 2-(pyridin-3-yl)-6-(2-azaspiro[4.5]decan-2-yl)-N-(4-(trifluoromethoxy)pyridin-2-yl)pyrimidin-4-amine